OCCOC=1C=C(CNCCCCOCCNC2=C3C=NNC3=CC(=C2)C=2C=NNC2C#N)C=C(C1)OC(F)(F)F 4-(4-((2-(4-((3-(2-hydroxyethoxy)-5-(trifluoromethoxy)benzyl)amino)butoxy)ethyl)amino)-1H-indazol-6-yl)-1H-pyrazole-5-carbonitrile